CC1=C(C2=C(N=N1)OC1=C2N=CN=C1NCC=1C=CC(=NC1)C(C)(C)O)C 2-[5-[[(3,4-dimethylpyrimido[4',5':4,5]furo[2,3-c]pyridazin-8-yl)amino]methyl]-2-pyridyl]propan-2-ol